FC1=C(C(=CC=C1)F)N1CCC(CC1)NC1=C2C(=NC=3C=C(C(=CC13)OC)OC)CCC2 1-(2,6-difluorophenyl)-N-{6,7-dimethoxy-1H,2H,3H-cyclopenta[b]quinolin-9-yl}piperidin-4-amine